CC1=C(C2=C(N=CN=C2NC2(CC2)C)O1)C(=O)NC1CC(C1)F 6-Methyl-4-[(1-methylcyclopropyl)amino]-N-[(1R,3R)-3-fluorocyclobutyl]furo[2,3-d]pyrimidine-5-carboxamide